tert-butyl (3R)-3-[(6-chloro-1-isoquinolyl)amino]piperidine-1-carboxylate ClC=1C=C2C=CN=C(C2=CC1)N[C@H]1CN(CCC1)C(=O)OC(C)(C)C